FC=1C=C(C=CC1F)[C@H]1[C@@H](C1)NC1=C2N=CN(C2=NC(=N1)SCCC)[C@H]1[C@@H]([C@@H]([C@H](C1)O)O)O (1S,2R,3S,4R)-4-(6-(((1R,2S)-2-(3,4-difluorophenyl)cyclopropyl)amino)-2-(propylsulfanyl)-9H-purin-9-yl)cyclopentane-1,2,3-triol